C(C)OC(=O)C1(C(CCC=2N(C3=CC=CC=C3C12)C)(C1=CC=CC=C1)O)C1=CC=CC=C1 Ethyl-3-hydroxy-9-methyl-3,4-diphenyl-2,3,4,9-tetrahydro-1H-carbazole-4-carboxylate